2-{[(2S)-4-{6-[(4-Cyano-2-fluorobenzyl)oxy]pyridin-2-yl}-2-methylpiperazin-1-yl]methyl}-1-[(2S)-oxetan-2-ylmethyl]-1H-benzimidazol C(#N)C1=CC(=C(COC2=CC=CC(=N2)N2C[C@@H](N(CC2)CC2=NC3=C(N2C[C@H]2OCC2)C=CC=C3)C)C=C1)F